bis(2,4,6-trimethylbenzoyl)-2-methoxyphenyl-phosphine oxide CC1=C(C(=O)P(C2=C(C=CC=C2)OC)(C(C2=C(C=C(C=C2C)C)C)=O)=O)C(=CC(=C1)C)C